6-amino-N-{4-fluoro-2-[3-methoxy-4-(methylamino)pyrrolidin-1-yl]-5,6,7,8-tetrahydroquinolin-6-yl}-2-methylthieno[2,3-d][1,3]thiazole-5-carboxamide NC1=C(SC=2N=C(SC21)C)C(=O)NC2CC=1C(=CC(=NC1CC2)N2CC(C(C2)NC)OC)F